C1(CCC1)NC1=CC=C(C=N1)NC(=O)NC1=CNC2=NC=C(C=C21)F 1-(6-(cyclobutylamino)pyridin-3-yl)-3-(5-fluoro-1H-pyrrolo[2,3-b]pyridin-3-yl)urea